4-(3-Methyl-4-{[2-(trifluoromethyl)phenyl]methoxy}phenyl)-2H,4H,5H,6H,7H-pyrazolo[3,4-b]pyridin-6-one CC=1C=C(C=CC1OCC1=C(C=CC=C1)C(F)(F)F)C1C=2C(NC(C1)=O)=NNC2